C1(CCC1)NC1=CC(=C(C(=O)N[C@H]2CN(CC[C@@H]2F)C(=O)OC(C)(C)C)C=C1[N+](=O)[O-])F tert-butyl (3S,4S)-3-[[4-(cyclobutylamino)-2-fluoro-5-nitro-benzoyl]amino]-4-fluoro-piperidine-1-carboxylate